2,4-dibutylpyrrole C(CCC)C=1NC=C(C1)CCCC